N-(7-(methoxy-d3)-4-(1-(methyl-d3)-3-phenyl-1H-pyrazol-4-yl)pyrido[3,2-d]pyrimidin-6-yl)-1-(trifluoromethyl)cyclopropane-1-carboxamide C(OC1=CC=2N=CN=C(C2N=C1NC(=O)C1(CC1)C(F)(F)F)C=1C(=NN(C1)C([2H])([2H])[2H])C1=CC=CC=C1)([2H])([2H])[2H]